8-(3-(1-((4,6-dimethylpyridin-2-yl)methyl)piperidin-3-yl)-5-oxo-4,5-dihydro-1H-1,2,4-triazol-1-yl)quinolin-2(1H)-one CC1=CC(=NC(=C1)C)CN1CC(CCC1)C1=NN(C(N1)=O)C=1C=CC=C2C=CC(NC12)=O